C(C1CO1)OC(C1=C(C(C(=O)O)=CC=C1)C=C)=O vinyl-isophthalic acid glycidyl ester